(2-methyl-3-(3-(1-methyl-1H-pyrazol-4-yl)-1H-pyrazolo[3,4-c]pyridin-5-yl)phenyl)methanamine CC1=C(C=CC=C1C=1C=C2C(=CN1)NN=C2C=2C=NN(C2)C)CN